[Si](C1=CC=CC=C1)(C1=CC=CC=C1)(C(C)(C)C)OCC1NC(=CCC1C(C)C)C1=CC=CC(=N1)N(C1CC2(CC2)C1)C 6-[2-[[tert-butyl(diphenyl)silyl]oxymethyl]-3-isopropyl-1,2,3,4-tetrahydropyridin-6-yl]-N-methyl-N-spiro[2.3]hexan-5-yl-pyridin-2-amine